NC(CCCCN1C(=C(C(C=C1)=O)O)C)CN 1-(5,6-diaminohexyl)-3-hydroxy-2-methylpyridin-4(1H)-one